(S)-2-[7-chloro-2-(3,4,5,6-Tetrahydro-2H-pyran-4-ylmethyl)-1,2,3,4-tetrahydroisoquinolin-5-yl]tetrahydropyrrole-1-carboxylate ClC1=CC(=C2CCN(CC2=C1)CC1CCOCC1)[C@H]1N(CCC1)C(=O)[O-]